COC(CC1(C(N(C(C2=CC=CC=C12)=O)CCCCCCCCCCCCCCCCC)=O)C)=O methyl-2-(2-heptadecyl-4-methyl-1,3-dioxo-1,2,3,4-tetrahydroisoquinolin-4-yl)acetate